NC1=CC=C2C(=CN(C2=C1)C=1C=NN(C1)C)C#N 6-amino-1-(1-methyl-1H-pyrazol-4-yl)-1H-indole-3-carbonitrile